4-(1-(4-amino-2-methoxyphenyl)piperidin-4-yl)piperazine-1-carboxylic acid tert-butyl ester C(C)(C)(C)OC(=O)N1CCN(CC1)C1CCN(CC1)C1=C(C=C(C=C1)N)OC